[N+](=[N-])=CC(CC[C@@H](C(=O)OC1CCCCCCC1)NC([C@H](C)OC)=O)=O cyclooctyl (S)-6-diazo-2-((S)-2-methoxypropanamido)-5-oxohexanoate